NC1=CC=C(O[C@@H]2[C@H]([C@H]([C@@H]([C@H](O2)CC(F)(F)P(O)(O)=O)O)O)O)C=C1 (2-((2R,3S,4S,5S,6R)-6-(4-aminophenoxy)-3,4,5-trihydroxytetrahydro-2H-pyran-2-yl)-1,1-difluoroethyl)phosphonic acid